N-[4-[4-(cyclopropylmethyl)piperazin-1-yl]cyclohexyl]-4-[[(7R)-7-ethyl-5-methyl-6-oxo-8-propan-2-yl-7H-pteridin-2-yl]amino]-3-methoxybenzamide C1(CC1)CN1CCN(CC1)C1CCC(CC1)NC(C1=CC(=C(C=C1)NC1=NC=2N([C@@H](C(N(C2C=N1)C)=O)CC)C(C)C)OC)=O